C(CCC)OC(=O)N1[C@@H](CC(C1)(C(=O)O)CN1N=C(C=C1Br)Br)C(=O)O (2S)-1-(r-butoxycarbonyl)-4-((3,5-dibromo-1H-pyrazol-1-yl)methyl)pyrrolidine-2,4-dicarboxylic acid